1-(2-chloro-4-{8-methoxy-1-phenyl-1H-pyrazolo[4,3-c]quinolin-3-yl}phenyl)-4-methylpiperazine ClC1=C(C=CC(=C1)C1=NN(C2=C1C=NC=1C=CC(=CC21)OC)C2=CC=CC=C2)N2CCN(CC2)C